ClC1=CC=C(C=N1)C1=NOC(=C1CN1N=CC(=CC1=O)N1CCN(CC1)C1=CN=NC=C1)C 2-((3-(6-chloropyridin-3-yl)-5-methylisoxazol-4-yl)methyl)-5-(4-(pyridazin-4-yl)piperazin-1-yl)pyridazin-3(2H)-one